ClC1=CC=C(C=C1)C1=CC(=NC(=N1)C=1C=NN(C1)C)C(=O)NCCC1=CNC2=CC=CC=C12 (S)-6-(4-chlorophenyl)-N-(2-(1H-indol-3-yl)ethyl)-2-(1-methyl-1H-pyrazol-4-yl)pyrimidine-4-carboxamide